N-(2-chloro-6-fluorobenzoyl)-O-((R)-2-methyl-4-(5,6,7,8-tetrahydro-1,8-naphthyridin-2-yl)butyl)-L-homoserine ClC1=C(C(=O)N[C@@H](CCOC[C@@H](CCC2=NC=3NCCCC3C=C2)C)C(=O)O)C(=CC=C1)F